1-(4-((4-((4-((2-(4,5-dimethylthiazol-2-yl)pyridin-4-yl)oxy)-2-fluorophenyl)amino)-7-methoxyquinazolin-6-yl)amino)piperidin-1-yl)prop-2-en-1-one CC=1N=C(SC1C)C1=NC=CC(=C1)OC1=CC(=C(C=C1)NC1=NC=NC2=CC(=C(C=C12)NC1CCN(CC1)C(C=C)=O)OC)F